methyl 3-(4-fluoro-2-methoxy-phenoxy)-5-methoxy-6-(trifluoromethyl)pyridazine-4-carboxylate FC1=CC(=C(OC=2N=NC(=C(C2C(=O)OC)OC)C(F)(F)F)C=C1)OC